3-methyl-5-[5-(trifluoromethyl)-4H-1,2,4-triazol-3-yl]pyrazine CC=1C=NC=C(N1)C1=NN=C(N1)C(F)(F)F